ClC1=CC=C(CNC2(CN(C2)C(=O)OC(C)(C)C)C(NC2=C(C=C(C=C2)F)F)=O)C=C1 tert-butyl 3-((4-chlorobenzyl)amino)-3-((2,4-difluorophenyl)carbamoyl)azetidine-1-carboxylate